2-(3-ethylpentanoylamino)-4-[[2-fluoro-3-hydroxy-3-methyl-butyl]-[4-(5,6,7,8-tetrahydro-1,8-naphthyridin-2-yl)butyl]amino]butanoic acid C(C)C(CC(=O)NC(C(=O)O)CCN(CCCCC1=NC=2NCCCC2C=C1)CC(C(C)(C)O)F)CC